triethylphosphonium methacrylate C(C(=C)C)(=O)[O-].C(C)[PH+](CC)CC